ClC=1C=C(C=C(C1F)F)[C@@H](NC(=O)N1[C@@H](C(NCC1)=O)C)C=1C=NC(=CC1)OCC(F)(F)F |o1:9| (2R)-N-((R or S)-(3-chloro-4,5-difluorophenyl)(6-(2,2,2-trifluoro-ethoxy)pyridin-3-yl)methyl)-2-methyl-3-oxopiperazine-1-carboxamide